5-(6-((3-ethyl-2,4-dioxo-1,2,3,4-tetrahydroquinazolin-7-yl)methyl)-2,6-diazaspiro[3.3]heptan-2-yl)-6-fluoro-N-methylpicolinamide C(C)N1C(NC2=CC(=CC=C2C1=O)CN1CC2(CN(C2)C=2C=CC(=NC2F)C(=O)NC)C1)=O